CC=1C=CC=C2C(NC(NC12)C1=NNN=C1C1=CC=C(C=C1)OCCC)=O 8-Methyl-2-[5-(4-propoxyphenyl)-2H-1,2,3-triazol-4-yl]-2,3-dihydro-1H-quinazolin-4-one